ClC(C)N1C(C(=C(C=C1)I)F)=O 1-(1-chloroethyl)-3-fluoro-4-iodopyridin-2(1H)-one